2-amino-3-(4-(piperazin-1-yl)phenoxy)-10H-chromeno[3,2-b]pyridin-10-one hydrochloride Cl.NC1=C(C=C2C(=N1)C(C=1C=CC=CC1O2)=O)OC2=CC=C(C=C2)N2CCNCC2